ClC=1C(=NC=CC1)[C@H](C(F)(F)F)NC(=O)C=1C=C2CN(C(C2=CC1)=O)[C@H]1C(NC(CC1)=O)=O N-((R)-1-(3-Chloropyridin-2-yl)-2,2,2-trifluoroethyl)-2-((R)-2,6-dioxopiperidin-3-yl)-1-oxoisoindoline-5-carboxamide